(RS)-4-(2,4-difluoro-phenyl)-4,5-dihydro-oxazol-2-ylamine FC1=C(C=CC(=C1)F)[C@H]1N=C(OC1)N |r|